2',5-dichloro-2,4'-difluoro-N-(1-methyl-1H-pyrazolo[3,4-b]pyridin-5-yl)-[1,1'-biphenyl]-4-carboxamide ClC1=C(C=CC(=C1)F)C1=C(C=C(C(=C1)Cl)C(=O)NC=1C=C2C(=NC1)N(N=C2)C)F